CCCC(CCCCC)C1=C(C=CC=C1)OC(C)=O acetic acid-(4-nonyl)-phenyl ester